C(C)OC(=O)C1=NN(C2=CC=CC(=C2C1=O)C1=NOC(=C1)C(F)F)C1=CC=C(C=C1)OC(F)(F)F 5-[5-(difluoromethyl)isoxazol-3-yl]-4-oxo-1-[4-(trifluoromethoxy)phenyl]cinnoline-3-carboxylic acid ethyl ester